Cyclopentylacrylonitrile C1(CCCC1)C(C#N)=C